(S)-2-(difluoromethyl)-4-isobutyl-6-(3-methyl-4-((5-methyl-1,3,4-thiadiazol-2-yl)methyl)piperazine-1-yl)benzonitrile FC(C1=C(C#N)C(=CC(=C1)CC(C)C)N1C[C@@H](N(CC1)CC=1SC(=NN1)C)C)F